C(C1=CC=CC=C1)N1CCC(C1)CC (cis)-1-benzyl-4-ethyl-pyrrolidin